NC1=C2C(=NC(=N1)Cl)N(N=C2)CC=2C=C(CCN1C=C(C=CC1=O)C=O)C=C(C2)OC 1-(3-((4-amino-6-chloro-1H-pyrazolo[3,4-d]pyrimidin-1-yl)methyl)-5-methoxyphenethyl)-6-oxo-1,6-dihydropyridine-3-carbaldehyde